ClC=1C=C2C=NN(C2=CC1N1CCN(CC1)C1(C(COC1)O)C)C=1C=NN(C1)C(F)F 4-(4-{5-chloro-1-[1-(difluoromethyl)-1H-pyrazol-4-yl]-1H-indazol-6-yl}piperazin-1-yl)-4-methyloxolan-3-ol